N-(2-methoxyethyl)-N,P-dimethyl-P-(4-(5-(trifluoromethyl)-1,2,4-oxadiazol-3-yl)benzyl)phosphinic amide COCCN(P(=O)(CC1=CC=C(C=C1)C1=NOC(=N1)C(F)(F)F)C)C